OC1=C(C=C(C=C1C)/C=C/C(=O)C1=C(C2=C(S1)C=C(C=C2)SC)C)C (E)-3-(4-hydroxy-3,5-dimethylphenyl)-1-(3-methyl-6-(methylthio)benzo[b]thiophen-2-yl)prop-2-en-1-one